COC=1C=CC2=C(N=C(S2)C=2C=NC=CC2N)C1 3-(5-methoxybenzo[d]thiazol-2-yl)pyridin-4-amine